CC1NCCC2C(CCCC12)=O 1-methyl-1,3,4,4a,6,7,8,8a-octahydroisoquinolin-5-one